CNCC1N(CCCC1)C(=O)OC(C)(C)C tert-butyl 2-((methylamino)methyl)piperidine-1-carboxylate